N'-(2-chloro-5-fluoro-phenyl)-6-(6-methoxy-4-methyl-3-pyridyl)-4-(4-piperidylmethylamino)pyrrolo[1,2-b]pyridazine-3-carboxamidine ClC1=C(C=C(C=C1)F)N=C(N)C1=C(C=2N(N=C1)C=C(C2)C=2C=NC(=CC2C)OC)NCC2CCNCC2